ClC1=NC=C(C(=N1)OC1=NC=2C=CC3=C(C2N=C1)C1=C(S3)C(NC(CN1)(C)C)=O)CN1C(CC(C1)C)=O 3-((2-chloro-5-((4-methyl-2-oxopyrrolidin-1-yl)methyl)pyrimidin-4-yl)oxy)-10,10-dimethyl-9,10,11,12-tetrahydro-8H-[1,4]diazepino[5',6':4,5]thieno[3,2-f]quinoxalin-8-one